NC1=NC(=CC(=N1)N1CCC2(C[C@H](NC2)C(=O)O)CC1)O[C@@H](C(F)(F)F)C1=C(C=C(C=C1)C1=CC=C(C=C1)S(=O)(=O)C)N1N=C(C=C1)C (S)-8-(2-amino-6-((R)-2,2,2-trifluoro-1-(3-(3-methyl-1H-pyrazol-1-yl)-4'-(methylsulfonyl)-[1,1'-biphenyl]-4-yl)ethoxy)pyrimidin-4-yl)-2,8-diazaspiro[4.5]decane-3-carboxylic acid